3-((4,4-bis(((Z)-oct-5-en-1-yl)oxy)butanoyl)oxy)-2-(((((1-ethylpiperidin-3-yl)methoxy)carbonyl)oxy)methyl)propyl (2-butyloctyl) adipate C(CCCCC(=O)OCC(CCCCCC)CCCC)(=O)OCC(COC(CCC(OCCCC\C=C/CC)OCCCC\C=C/CC)=O)COC(=O)OCC1CN(CCC1)CC